C(C)S(=O)(=O)N[C@@H]1CC[C@H](OC1)CN1CCC2(CNC2)CC1 7-(((2S,5R)-5-(Ethylsulfonamido)tetrahydro-2H-pyran-2-yl)methyl)-2,7-diazaspiro[3.5]nonan